2'-chloro-5'-methoxy-6-methyl-N-{[1,3]thiazolo[5,4-c]pyridin-2-yl}-[4,4'-bipyridine]-3-carboxamide ClC1=NC=C(C(=C1)C1=C(C=NC(=C1)C)C(=O)NC=1SC=2C=NC=CC2N1)OC